N(=[N+]=[N-])C/C=C/COC(CC1=CC=CC=C1)=O (E)-4-Azidobut-2-en-1-yl-2-phenylacetate